4-methylvinyl-phenyl ketone CC=CC1=CC=C(C=C1)C(=O)C1=CC=C(C=C1)C=CC